(4-(cyanomethyl)benzyl)zinc (II) C(#N)CC1=CC=C(C[Zn+])C=C1